CC(C)([S@](=O)NCC1=NC=CC(=C1F)C1=CC(=CC=2C=C(OC21)F)COC2=C(C=CC(=C2)OC)CC(=O)OCC)C (S)-ethyl 2-(2-((7-(2-((1,1-dimethylethylsulfinamido)methyl)-3-fluoropyridin-4-yl)-2-fluorobenzofuran-5-yl)methoxy)-4-methoxyphenyl)acetate